4-[4-[[4-[4-[(2,6-dioxo-3-piperidyl)carbamoyl]-3-fluoro-phenyl]piperazin-1-yl]methyl]-1-piperidyl]benzoic acid O=C1NC(CCC1NC(=O)C1=C(C=C(C=C1)N1CCN(CC1)CC1CCN(CC1)C1=CC=C(C(=O)O)C=C1)F)=O